(diisopropylphosphinyl)aminobenzothiazole chromium (III) chloride [Cl-].[Cr+3].C(C)(C)P(=O)(C(C)C)NC=1SC2=C(N1)C=CC=C2.[Cl-].[Cl-]